ClC=1C=CC(=C(C1)[C@H]1C[C@H](C1)NC(=O)C=1N=NN(C1)[C@@H](CO)C=1C=NC(=CC1)N1C([C@@H]2C[C@@H]2C1)=O)C#N N-((cis)-3-(5-chloro-2-cyanophenyl)cyclobutyl)-1-((R)-2-hydroxy-1-(6-((1R,5S)-2-oxo-3-azabicyclo[3.1.0]hexan-3-yl)pyridin-3-yl)ethyl)-1H-1,2,3-triazole-4-carboxamide